(2S,3R)-2-(2-fluoro-4,5-dihydroxyphenyl)-5,7-dihydroxychroman-3-yl 2-fluoro-3,4,5-trihydroxybenzoate FC1=C(C(=O)O[C@H]2[C@@H](OC3=CC(=CC(=C3C2)O)O)C2=C(C=C(C(=C2)O)O)F)C=C(C(=C1O)O)O